germanium cyclopenta[2,3-c]pyridine C=1NC=CC=2C1C=CC2.[Ge]